3,5-difluoro-N-hydroxy-4-((4-methyl-5-(naphthalen-1-yl)-4H-1,2,4-triazol-3-yl)thio)benzamide FC=1C=C(C(=O)NO)C=C(C1SC1=NN=C(N1C)C1=CC=CC2=CC=CC=C12)F